13-(3-methoxyphenyl)tricyclo[8.2.2.2(4,7)]hexadecane COC=1C=C(C=CC1)C1C2CCC3CCC(CCC(CC2)C1)CC3